Dimethylaminopropylene glycol CN(C)C(C(C)O)O